OCC(CCC(=O)N1CC2CCC(C1)N2C2=NC=C(C#N)C=C2)C2=CC(=CC=C2)OC racemic-6-(3-(5-hydroxy-4-(3-methoxyphenyl)pentanoyl)-3,8-diazabicyclo[3.2.1]octan-8-yl)nicotinonitrile